mono-isononyl tetrahydrophthalate C(C1C(C(=O)[O-])CCC=C1)(=O)OCCCCCCC(C)C